5-Chloro-6-methoxy-3-methylpyrazine-2-carboxylic acid ClC=1N=C(C(=NC1OC)C(=O)O)C